6-bromo-1-(2-(3,3-difluoroazetidin-1-yl)-2-oxoethyl)-3-trityl-1,3-dihydro-2H-imidazo[4,5-b]pyridin-2-one BrC=1C=C2C(=NC1)N(C(N2CC(=O)N2CC(C2)(F)F)=O)C(C2=CC=CC=C2)(C2=CC=CC=C2)C2=CC=CC=C2